(4-(1-aminoisoquinolin-7-yl)thiophen-2-yl)(pyrrolidin-1-yl)methanone NC1=NC=CC2=CC=C(C=C12)C=1C=C(SC1)C(=O)N1CCCC1